C(=CC)C=1C=C(C=CC1)O 3-propenylphenol